COCOC=1C=C(C=C(C1)OCOC)C=1C(C2=CC(=CC(=C2C1C1=CC(=C(C=C1)COC)OC)OCOC)OCOC)O 2-(3,5-dimethoxymethoxyphenyl)-3-(3-methoxy-4-methoxymethylphenyl)-4,6-dimethoxymethoxy-1H-inden-1-ol